(3E)-6-chloro-3-hexenylpentyloxymethyl ether ClCCCCC=CC(CCOCOCOCCC(CC)C=CCCCCCl)CC